Cl.OC=1C=C(C=CC1)[C@@H](O)CNC (R)-3-hydroxy-α-[(methylamino)methyl]benzenemethanol hydrochloride